FC1(C(C1)C1=NNC(=C1)C=1C(=C(C(=CC1)O)N1CC(NS1(=O)=O)=O)F)F 5-(3-(3-(2,2-difluorocyclopropyl)-1H-pyrazol-5-yl)-2-fluoro-6-hydroxyphenyl)-1,2,5-thiadiazolidin-3-one 1,1-dioxide